Triethyl pyrrolidine-2,2,4-tricarboxylate N1C(CC(C1)C(=O)OCC)(C(=O)OCC)C(=O)OCC